FC=1C(=C2C(=C(/C(/C2=CC1)=C/C1=CC=C(C=C1)OC1=CC=C(C=C1)F)C)CC(=O)O)C 2-[(1Z)-5-fluoro-1-{[4-(4-fluorophenoxy)phenyl]methylidene}-2,4-dimethyl-1H-inden-3-yl]acetic acid